N1(CCC1)C=1C=C(C=CC1)N1C(=C2C(N(N=CC2=C1C)C1=C(C=CC=C1)F)=O)C 6-(3-(azetidin-1-yl)phenyl)-2-(2-fluorophenyl)-5,7-dimethyl-2,6-dihydro-1H-pyrrolo[3,4-d]pyridazin-1-one